FC=1C(=C(C=CC1N1CCC(CC1)C(F)(F)F)C1(CCC(CC1)N)N)C 1-(3-fluoro-2-methyl-4-(4-(trifluoromethyl)piperidin-1-yl)phenyl)cyclohexane-1,4-diamine